C(C)C=1OC=CC(C1)=O 2-ethyl-4H-pyran-4-one